FCOS(=O)(=S)CC1([C@]2(C)[C@@H](CC1C)[C@@H]1CC(C3=CC(C=C[C@]3(C)[C@]1(C(C2)O)F)=O)F)OC(=O)C=2OC=CC2 6,9-difluoro-17-[(2-furanylcarbonyl)oxy]-11-hydroxy-16-methyl-3-oxo-androst-1,4-diene-17-methanethiosulfonic acid (S)-fluoromethyl ester